7-bromo-2-(3,4-dimethoxyphenyl)-4H-quinolizin-4-one BrC1=CN2C(C=C(C=C2C=C1)C1=CC(=C(C=C1)OC)OC)=O